C(C)C=1C(=NC=C(C1)C1=CSC2=C1C=C(C=C2)C)N ethyl-5-(5-methylbenzothiophen-3-yl)pyridin-2-amine